ClC1=CC=C(C=C1)N1C(NN=C1C1=NC2=CC=CC=C2C=C1)=S 4-(4-Chlorophenyl)-5-(quinolin-2-yl)-2,4-dihydro-3H-1,2,4-triazole-3-thione